CC=1N=C2N(C=C(C=C2C)C2=CC(=C3C(N(C=NC3=C2)C2CCN(CC2)C(=O)OC(C)(C)C)=O)F)C1 tert-butyl 4-(7-{2,8-dimethylimidazo[1,2-a]pyridin-6-yl}-5-fluoro-4-oxoquinazolin-3-yl)piperidine-1-carboxylate